BrC=1SC=CN1 bromothiazol